tetrabutyl-ammonium tetraphenyl-borate C1(=CC=CC=C1)[B-](C1=CC=CC=C1)(C1=CC=CC=C1)C1=CC=CC=C1.C(CCC)[N+](CCCC)(CCCC)CCCC